5-(6-(benzyloxy)-2-fluoro-3-(pyrazin-2-ylethynyl)phenyl)-1,2,5-thiadiazolidin-3-one 1,1-dioxide C(C1=CC=CC=C1)OC1=CC=C(C(=C1N1CC(NS1(=O)=O)=O)F)C#CC1=NC=CN=C1